ClC1=CC(=C(C=C1)CC=1C=CC=2N(N1)C(=CN2)C=2CCN(CC2)CC2=NC=1C(=NC(=CC1)C(=O)O)N2C[C@H]2OCC2)F 2-[(4-{6-[(4-chloro-2-fluorophenyl)methyl]imidazo[1,2-b]pyridazin-3-yl}-1,2,3,6-tetrahydropyridin-1-yl)methyl]-3-{[(2S)-oxetan-2-yl]methyl}-3H-imidazo[4,5-b]pyridine-5-carboxylic acid